COC1=C(C2=CC=CC=C2C=C1)C(=O)NCC1=C(C=C(C=C1)C1=NN2C(NC3=C(CC2)C=CC=C3)=C1C(=O)N)C 2-(4-((2-methoxy-1-naphthamido)methyl)-3-methylphenyl)-9,10-dihydro-4H-benzo[d]pyrazolo[1,5-a][1,3]diazepine-3-carboxamide